FC1=CC2=C(OCOC2)C(=C1)N=C=O 6-fluoro-4H-1,3-benzodioxin-8-yl isocyanate